ClC1=C2C(=NC=C1)NCC2(CC)C=2C=C(C=CC2)N2C(CN(CC2)CCOCCN2CCN(CC2)C=2C=C1C(N(C(C1=CC2F)=O)C2C(NC(CC2)=O)=O)=O)=O 5-[4-(2-{2-[4-(3-{4-chloro-3-ethyl-1H-pyrrolo[2,3-b]pyridin-3-yl}phenyl)-3-oxopiperazin-1-yl]ethoxy}ethyl)piperazin-1-yl]-2-(2,6-dioxopiperidin-3-yl)-6-fluoroisoindole-1,3-dione